((2-chloro-5-fluorophenyl)amino)-5-nitronicotinic acid methyl ester COC(C1=C(N=CC(=C1)[N+](=O)[O-])NC1=C(C=CC(=C1)F)Cl)=O